4-(5-{5H,6H-imidazo[2,1-b][1,3]thiazol-3-ylmethoxy}-1-benzofuran-2-yl)pyridine-3-carbonitrile S1C=2N(C(=C1)COC=1C=CC3=C(C=C(O3)C3=C(C=NC=C3)C#N)C1)CCN2